tert-butyl 2-[3-[4-fluoro-2-(2-methoxyethoxy) phenyl]-6-hydroxy-2-pyridinyl]-6,7-dihydro-4H-pyrazolo[1,5-a]pyrazine-5-carboxylate FC1=CC(=C(C=C1)C=1C(=NC(=CC1)O)C1=NN2C(CN(CC2)C(=O)OC(C)(C)C)=C1)OCCOC